OXALIC ACID MONO-(N-METHYL)-AMIDE CNC(=O)C(=O)O